C(C1=CC=CC=C1)N1C(C2=C(C=3C=CC=NC13)CCN(C2)CC2=CC(=CC=C2)OC)=O 6-benzyl-3-(3-methoxybenzyl)-2,3,4,6-tetrahydropyrido[3,4-c][1,8]naphthyridine-5(1H)-one